C(#N)[C@H](C[C@H]1C(NCC1)=O)NC([C@H](CC(C)(C)C)N1C=C(C2=C(C=C(C=C12)C(F)(F)F)OC)C(F)(F)F)=O N-[(2S)-1-({(1S)-1-cyano-2-[(3S)-2-oxopyrrolidin-3-yl]ethyl}amino)-4,4-dimethyl-1-oxopentan-2-yl]-4-methoxy-3,6-bis(trifluoromethyl)-1H-indole